FC(C=1C=CC=2N(C3=CC=C(C=C3OC2C1)C(F)(F)F)[C@@H]1[C@H]([C@@H](COC1)NS(=O)(=O)C1=CC=C(C=C1)OC(F)(F)F)O)(F)F N-((3R,4R,5S)-5-(3,7-bis(trifluoromethyl)-10H-phenoxazin-10-yl)-4-hydroxytetrahydro-2H-pyran-3-yl)-4-(trifluoromethoxy)benzenesulfonamide